(R,3S)-3-((dimethylamino)methyl)-N'-((1,2,3,5,6,7-hexahydro-s-indacen-4-yl)carbamoyl)-2,3-dihydropyrazolo[5,1-b]oxazole-7-sulfonimidamide CN(C)C[C@@H]1N2C(OC1)=C(C=N2)[S@@](=O)(N)=NC(NC2=C1CCCC1=CC=1CCCC21)=O